ClC1=C(C(=O)N)C=CC(=C1)NC=1C=2N(C=CN1)C(=CN2)C2=C(C(=C(C=C2)OC)F)F 2-chloro-4-[[3-(2,3-difluoro-4-methoxyphenyl)imidazo[1,2-a]pyrazin-8-yl]amino]benzamide